C1(=CC=CC=C1)S(=O)(=O)[C@]12CCN([C@@H]2CCC2=C1C=CC(=C2)OCC2=C(C=C(C=C2F)F)Cl)C(=O)C2CCS(CC2)(=O)=O 4-[(3aR,9bR)-9b-(benzenesulfonyl)-7-[(2-chloro-4,6-difluorophenyl)methoxy]-1H,2H,3H,3aH,4H,5H,9bH-benzo[e]indole-3-carbonyl]-1λ6-thiane-1,1-dione